ClC1=CC=CC=2C(N3C(=NC12)C(CC3)CC(C(=O)OCC)C(=O)OCC)=O Diethyl 2-((5-chloro-9-oxo-1,2,3,9-tetrahydropyrrolo[2,1-b]quinazolin-3-yl)methyl)malonate